5-bromo-4-(1-methoxy-2-nitroethyl)thiazole BrC1=C(N=CS1)C(C[N+](=O)[O-])OC